3-(9-bromo-2-methyl-4-oxo-5,6-dihydro-2H-2,6-methanobenzo[g][1,3,5]oxadiazocin-3(4H)-yl)benzoic acid BrC1=CC2=C(C3NC(N(C(O2)(C3)C)C=3C=C(C(=O)O)C=CC3)=O)C=C1